1-(2,3-dichlorophenyl)piperidine-4-carboxylic acid ClC1=C(C=CC=C1Cl)N1CCC(CC1)C(=O)O